3-Cyano-N-(8,9-difluoro-6-oxo-1,4,5,6-tetrahydro-2H-pyrano[3,4-c]isoquinolin-1-yl)-N-methylbenzenesulfonamide C(#N)C=1C=C(C=CC1)S(=O)(=O)N(C)C1COCC=2NC(C=3C=C(C(=CC3C21)F)F)=O